Benzyldiethyl((2,6-xylylcarbamoyl)methyl)ammonium benzoat C(C1=CC=CC=C1)(=O)[O-].C(C1=CC=CC=C1)[N+](CC(NC1=C(C=CC=C1C)C)=O)(CC)CC